N-(5-Cyano-6-(2H-1,2,3-triazol-2-yl)pyridin-3-yl)-1-(2-methylbenzo[d]-thiazol-7-yl)-5-(trifluoromethyl)-1H-pyrazol-4-carboxamid C(#N)C=1C=C(C=NC1N1N=CC=N1)NC(=O)C=1C=NN(C1C(F)(F)F)C1=CC=CC=2N=C(SC21)C